N-(4-((4-(2-(4-hydroxylphenyl)propan-2-yl)phenoxy)methyl)pyrimidin-2-yl)-N-methyl-methanesulfonamide OC1=CC=C(C=C1)C(C)(C)C1=CC=C(OCC2=NC(=NC=C2)N(S(=O)(=O)C)C)C=C1